N1C(N)=NC=2N=CCC2C1=S 6-thio-7-deaza-guanine